C(=O)(O)C1=C(C=CC=C1)NC1=C(C(=O)O)C=CC(=C1)Cl 2-[(2-carboxyphenyl)amino]-4-chlorobenzoic acid